4-((3-(4-chloro-2,6-dimethylphenyl)-2,4-dioxo-3,4-dihydroquinazolin-1(2H)-yl)methyl)-N-hydroxybenzoamide ClC1=CC(=C(C(=C1)C)N1C(N(C2=CC=CC=C2C1=O)CC1=CC=C(C(=O)NO)C=C1)=O)C